5-bromo-8-fluoro-N-(4-(methylsulfonyl)phenyl)-2,6-naphthyridin-3-amine BrC1=C2C=C(N=CC2=C(C=N1)F)NC1=CC=C(C=C1)S(=O)(=O)C